[Cl-].CO[Zr+](OC)OC Trimethoxyzirconium chloride